(S)-2-(2-(2,6-dimethylpyrimidine-4-carbonyl)-6-(3-methyl-1H-pyrrolo[2,3-b]pyridin-5-yl)-1,2,3,4-tetrahydroisoquinolin-8-yl)pyrrolidine CC1=NC(=CC(=N1)C(=O)N1CC2=C(C=C(C=C2CC1)C=1C=C2C(=NC1)NC=C2C)[C@H]2NCCC2)C